2-(1-(2,2-difluoroethyl)-1H-pyrazol-4-yl)-3-methylcyclopropane FC(CN1N=CC(=C1)C1CC1C)F